[(1S)-1-(2-pyrimidin-2-yl-1,2,4-triazol-3-yl)ethyl]ammonium chloride [Cl-].N1=C(N=CC=C1)N1N=CN=C1[C@H](C)[NH3+]